((3S)-7,7-difluoroindolin-3-yl)methanol FC1(CC=CC=2[C@@H](CNC12)CO)F